tetravinyl-tetramethyl-cyclotetrasiloxane C(=C)[Si]1(O[Si](O[Si](O[Si](O1)(C)C=C)(C)C=C)(C)C=C)C